1-(pyrimidin-2-yl)-6-azabicyclo[3.1.1]heptane trifluoroacetate azabicyclo[3.1.1]heptane-1-carboxylate C12(NCCC(C1)C2)C(=O)O.FC(C(=O)O)(F)F.N2=C(N=CC=C2)C21CCCC(N2)C1